ClC1=C(C=C(C(=O)N2CC=3N=C(N(C(C3C[C@H]2C)=O)C2=CN=C(N2C)C(=O)OCC)S(=O)C)C=C1)C(F)(F)F Ethyl 5-((R)-7-(4-chloro-3-(trifluoromethyl) benzoyl)-6-methyl-2-(methylsulfinyl)-4-oxo-5,6,7,8-tetrahydropyrido[3,4-d]pyrimidin-3(4H)-yl)-1-methyl-1H-imidazole-2-carboxylate